3-(7-(2-methoxyphenyl)imidazo[5,1-b]thiazol-5-yl)benzoic acid COC1=C(C=CC=C1)C=1N=C(N2C1SC=C2)C=2C=C(C(=O)O)C=CC2